BrC1=CN=C(NC1=O)C(=O)NC[C@H](CC1=C(C=C(C=C1)F)F)C1CC1 (R)-5-bromo-N-(2-cyclopropyl-3-(2,4-difluorophenyl)propyl)-6-oxo-1,6-dihydropyrimidine-2-carboxamide